BrC1=CN=C(C(=N1)C(C(C(CC)=O)N1CCN([C@H]2CC[C@H]12)C(=O)OC(C)(C)C)=O)NCC1=CC=C(C=C1)OC tert-butyl (1S,6S)-5-(1-(6-bromo-3-((4-methoxybenzyl) amino) pyrazin-2-yl)-1,3-dioxopentan-2-yl)-2,5-diazabicyclo[4.2.0]octane-2-carboxylate